ethyl 2-[3-[1,5-dimethyl-3-(trifluoromethyl)pyrazol-4-yl]pyrazolo[1,5-a]pyridin-5-yl]-4-methoxy-thiazole-5-carboxylate CN1N=C(C(=C1C)C=1C=NN2C1C=C(C=C2)C=2SC(=C(N2)OC)C(=O)OCC)C(F)(F)F